BrC1=CC(=C(C=N1)S(=O)(=O)Cl)C 6-bromo-4-methylpyridine-3-sulfonyl chloride